NC=1C=C(C=NC1)[C@H](C)NCCOC1=C2C(NC=NC2=CC(=C1Cl)C1=NC(=CC(=C1C(F)(F)F)C)N(CC1=CC=C(C=C1)OC)CC1=CC=C(C=C1)OC)=O (S)-5-(2-((1-(5-aminopyridin-3-yl)ethyl)amino)ethoxy)-7-(6-(bis(4-methoxybenzyl)amino)-4-methyl-3-(trifluoromethyl)pyridin-2-yl)-6-chloroquinazolin-4(3H)-one